3-(Dimethylamino)-N-(((1R,4aS,10aR)-7-isopropyl-1,4a-dimethyl-1,2,3,4,4a,9,10,10a-octahydrophenanthren-1-yl)methyl)propenamide CN(C=CC(=O)NC[C@@]1(CCC[C@@]2(C3=CC=C(C=C3CC[C@@H]12)C(C)C)C)C)C